S1CC(C2=C1C=CC=C2)=O benzothien-3(2H)-one